C(C)OC(=O)C1=CN=C2N1N=C(C=C2)N2[C@H](CCC2)C2=CC(=CC(=C2)SC)F 6-[(2R)-2-[3-fluoro-5-(methylthio)phenyl]pyrrolidin-1-yl]imidazo[1,2-b]pyridazine-3-carboxylic acid ethyl ester